O(C1=CC=CC=C1)C1=CC=C(C=C1)C1=NN(C2=NC=NC(=C21)N)C2CCC(CC2)N2CCN(CC2)CCCN2CCNCC2 3-(4-phenoxyphenyl)-1-((1r,4r)-4-(4-(3-(piperazin-1-yl)propyl)piperazin-1-yl)cyclohexyl)-1H-pyrazolo[3,4-d]pyrimidin-4-amine